ClC1=C(C=CC(=C1)Cl)[C@@H](C)NC=1C=2C(N=C(N1)N1CCNCC1)=CN(N2)C N-[(1R)-1-(2,4-dichlorophenyl)ethyl]-2-methyl-5-(piperazin-1-yl)pyrazolo[4,3-d]pyrimidin-7-amine